5-(3-bromo-5-fluoro-2-methoxyphenyl)-3-(4-(tert-butyl)piperazin-1-yl)isoxazole (R)-(5-(4-methoxyphenyl)-3-oxo-1-phenylpentyl)carbamate COC1=CC=C(C=C1)CCC(C[C@H](C1=CC=CC=C1)NC(O)=O)=O.BrC=1C(=C(C=C(C1)F)C1=CC(=NO1)N1CCN(CC1)C(C)(C)C)OC